NC1=CC=CC(=N1)S(=O)(=O)NC(=O)C=1C(=NC(=CC1)C1=CC(=CC(=C1)OCC(C)C)F)N1CC(CC12CCC2)C N-[(6-Amino-2-pyridyl)sulfonyl]-6-(3-fluoro-5-isobutoxyphenyl)-2-(6-methyl-8-azaspiro[3.4]octan-8-yl)pyridin-3-carboxamid